BrCC(=O)C1=NC=CC=C1 2-(2-bromoacetyl)pyridine